(S)-2-fluoro-N-(6-((2-methylpyrrolidin-1-yl)methyl)-5H-pyrrolo[3,2-c]pyridazin-3-yl)-4-(pyrazin-2-yl)benzamide FC1=C(C(=O)NC2=CC3=C(N=N2)C=C(N3)CN3[C@H](CCC3)C)C=CC(=C1)C1=NC=CN=C1